(2S,4S)-4-(allyloxycarbonylamino)pyrrolidine-1,2-dicarboxylic acid 1-tert-butyl ester 2-methyl ester COC(=O)[C@H]1N(C[C@H](C1)NC(=O)OCC=C)C(=O)OC(C)(C)C